2-fluoromethyl-4,4'-biphenol FCC1=C(C=CC(=C1)C1=CC=C(C=C1)O)O